Cl.Cl.N(=NC(C(NC1=CC=CC=C1)=N)(C)C)C(C(NC1=CC=CC=C1)=N)(C)C 2,2'-azobis(2-methyl-N-phenylpropanimidamide) dihydrochloride